4-(4-hydroxy-2-methyl-8-(trifluoromethyl)quinolin-6-yl)-3,6-dihydropyridine-1(2H)-carboxylic acid tert-butyl ester C(C)(C)(C)OC(=O)N1CCC(=CC1)C=1C=C2C(=CC(=NC2=C(C1)C(F)(F)F)C)O